ClC1CN(C1)C=1OC2=C(C=C(C=C2C(C1)=O)C)C(C)NC1=C(C(=O)O)C=CC=C1 2-[1-[2-(3-Chloroazetidin-1-yl)-6-methyl-4-oxo-chromen-8-yl]ethylamino]benzoic acid